(5s,7s)-7-fluoro-5-phenyl-2-[4-(trifluoromethyl)imidazol-1-yl]-6,7-dihydro-5H-pyrrolo[1,2-b][1,2,4]triazole F[C@H]1C[C@H](N2N=C(N=C21)N2C=NC(=C2)C(F)(F)F)C2=CC=CC=C2